F[C@@H]1CN(CC[C@@H]1NC(OC(C)(C)C)=O)C1=C(N=C2C(=N1)N(N=C2I)C2OCCCC2)C tert-Butyl N-[(3R,4S)-3-fluoro-1-[3-iodo-5-methyl-1-(oxan-2-yl)-1H-pyrazolo[3,4-b]pyrazin-6-yl]piperidin-4-yl]carbamate